1-(3-methylbenzyl)-indoline CC=1C=C(CN2CCC3=CC=CC=C23)C=CC1